6-(4-(methylsulfonyl)cyclohex-1-en-1-yl)isoindoline CS(=O)(=O)C1CC=C(CC1)C1=CC=C2CNCC2=C1